ClC1=CC(=C(C=C1C#N)NS(=O)(=O)C=1C(=CC(=C(C(=O)O)C1)F)C1CC1)OC1CC(C1)(F)F 5-(N-(4-chloro-5-cyano-2-(3,3-difluorocyclobutoxy)phenyl)sulfamoyl)-4-cyclopropyl-2-fluorobenzoic acid